decyl 3-ethylcyclobutane-1-carboxylate C(C)C1CC(C1)C(=O)OCCCCCCCCCC